2-(benzothiazole-2-yl)-5-iodophenol S1C(=NC2=C1C=CC=C2)C2=C(C=C(C=C2)I)O